tert-Butyl 6-[4-[3-(2,6-dimethylphenyl)-2-pyridyl]piperazin-1-yl]-2-azaspiro-[3.4]octane-2-carboxylate CC1=C(C(=CC=C1)C)C=1C(=NC=CC1)N1CCN(CC1)C1CC2(CN(C2)C(=O)OC(C)(C)C)CC1